4-ethyl-p-butyl-benzene C(C)C1(CC=CC=C1)CCCC